5-(3,3-difluoroazetidine-1-carbonyl)-6-(2-((6,6-dimethyl-2,4-dioxo-3-azabicyclo[3.1.0]hexan-3-yl)methyl)thieno[3,2-b]pyridin-7-yl)-4-methylpicolinonitrile FC1(CN(C1)C(=O)C=1C(=CC(=NC1C1=C2C(=NC=C1)C=C(S2)CN2C(C1C(C1C2=O)(C)C)=O)C#N)C)F